methyl O-(2-cyclohexylethyl)-N-(((4-nitrobenzyl)oxy)carbonyl)-L-threoninate C1(CCCCC1)CCO[C@@H]([C@H](NC(=O)OCC1=CC=C(C=C1)[N+](=O)[O-])C(=O)OC)C